(RS)-1-(2-chlorophenyl)ethanol ClC1=C(C=CC=C1)[C@@H](C)O |r|